O1COC2=C1C=CC(=C2)/C(=C\2/C(NC1=CC=C(C=C21)C(=O)OC)=O)/NC2=CC=C(C=C2)N(C(CN2CCN(CC2)C)=O)C Methyl (Z)-3-(benzo[d][1,3]dioxol-5-yl((4-(N-methyl-2-(4-methylpiperazin-1-yl)acetamido)phenyl)amino)methylene)-2-oxoindoline-5-carboxylate